C12=C(C(=O)OC1=O)C(=O)OC2=O ethylenetetracarboxylic dianhydride